(S)-3-(Hydroxymethyl)piperazine-1-carboxylate OC[C@@H]1CN(CCN1)C(=O)[O-]